dimethyl (5'-methyl-4-pentyl-1',2',3',4'-tetrahydro-[1,1'-biphenyl]-2,6-diyl) bis(benzylphosphonate) C(C1=CC=CC=C1)P(OC)(OC1=C(C(=CC(=C1)CCCCC)OP(OC)(=O)CC1=CC=CC=C1)C1CCCC(=C1)C)=O